FC1=C(C=CC(=C1)C)[N+](=O)[O-] 2-Fluoro-4-methyl-nitrobenzol